Fluoro-7'-methyl-1'-[[4-methyl-6-(4-methylimidazol-1-yl)-3-pyridinyl]sulfonyl]spiro[cyclopropane-1,3'-indoline] FC1N(C2=C(C=CC=C2C12CC2)C)S(=O)(=O)C=2C=NC(=CC2C)N2C=NC(=C2)C